N-{[2-(propan-2-yl)pyrimidin-4-yl]methyl}furo[2,3-d]pyrimidine-5-carboxamide CC(C)C1=NC=CC(=N1)CNC(=O)C1=COC=2N=CN=CC21